6-(4-methylphenyl)-2,3,4-triphenylpyridine CC1=CC=C(C=C1)C1=CC(=C(C(=N1)C1=CC=CC=C1)C1=CC=CC=C1)C1=CC=CC=C1